N1=C(NCCCCCC1)C(=O)N diazacyclononene-2-carboxamide